titanium magnesium pyrophosphate [O-]P([O-])(=O)OP(=O)([O-])[O-].[Mg+2].[Ti+4]